C(C1=CC=CC=C1)OC1=C(C=CC=C1)C(C=1C=C(C=CC1)NC(=O)C1=CC(=NN1C=1C=C(CNC(OC(C)(C)C)=O)C=CC1)C(F)(F)F)NCC1CC1 tert-butyl 3-(5-(3-((2-(benzyloxy)phenyl)(cyclopropylmethylamino)methyl)phenylcarbamoyl)-3-(trifluoromethyl)-1H-pyrazol-1-yl)benzylcarbamate